2-chloro-N-cyclopropyl-N-(2-methylbenzo[d]oxazol-6-yl)acetamide ClCC(=O)N(C1=CC2=C(N=C(O2)C)C=C1)C1CC1